methyl N-[5-[6-[methyl-(5-methyl-2-pyridyl)carbamoyl]imidazo[1,2-a]pyridin-3-yl]-2-pyridyl]carbamate CN(C(=O)C=1C=CC=2N(C1)C(=CN2)C=2C=CC(=NC2)NC(OC)=O)C2=NC=C(C=C2)C